(R)-N-(1-(3-(1-cyclobutyl-1H-pyrazol-4-yl)-5-(1-methyl-1H-pyrazol-4-yl)phenyl)ethyl)-5-(2-(dimethylamino)ethoxy)-2-methylbenzamide C1(CCC1)N1N=CC(=C1)C=1C=C(C=C(C1)C=1C=NN(C1)C)[C@@H](C)NC(C1=C(C=CC(=C1)OCCN(C)C)C)=O